ICCCCCCCC=CC=CCC 1-iodo-8,10-tridecadiene